FC=1C=C(C=CC1)S(=O)(=O)NC(COC1=CC2=CC=CC=C2C=C1)=O N-((3-Fluorophenyl)sulfonyl)-2-(naphthalen-2-yloxy)acetamide